O[C@](CC(=O)O)(C)C1=CC=CC=C1 (S)-3-hydroxy-3-phenylbutyric acid